COC1=CC=C(CN(C2=CC(=C(C(=C2C#N)Br)I)C)CC2=CC=C(C=C2)OC)C=C1 6-(bis(4-methoxybenzyl)amino)-2-bromo-3-iodo-4-methylbenzonitrile